N-[(2S)-5-[[(1R,2S)-2-(4-Fluorophenyl)cyclopropyl]amino]-1-(4-methylpiperazin-1-yl)-1-oxopentan-2-yl]-4-(1H-1,2,4-triazol-1-yl)benzamide FC1=CC=C(C=C1)[C@H]1[C@@H](C1)NCCC[C@@H](C(=O)N1CCN(CC1)C)NC(C1=CC=C(C=C1)N1N=CN=C1)=O